C1=CC=CC=2C3=CC=CC=C3C(C12)COC(=O)N1CC(C1)=C(C)C(C)(C)O 3-(3-hydroxy-3-methylbutan-2-ylidene)azetidine-1-carboxylic acid-9-fluorenylmethyl ester